C(C)(=O)N([C@@H](CCC(=O)O)C(N)=O)C1[C@H](N)[C@@H](O[C@@H](C(=O)O)C)[C@H](O)[C@H](O1)CO N-acetyl-muramyl-L-isoglutamine